2-amino-7-bromo-3H-quinazolin-4-one NC1=NC2=CC(=CC=C2C(N1)=O)Br